7-methoxy-N-(3-methoxypyridin-4-yl)-2-(tetrahydro-2H-pyran-4-yl)imidazo[1,2-a]pyridine-6-carboxamide COC1=CC=2N(C=C1C(=O)NC1=C(C=NC=C1)OC)C=C(N2)C2CCOCC2